N[C@@H]1CN(CC1)CC1=CC=2C(=CN=C(C2C2=CC(=C(C#N)C=C2)F)C2=CC=C(C=C2)C)N1C (S)-4-(2-((3-Aminopyrrolidin-1-yl)methyl)-5-(4-methylphenyl)-1-methyl-1H-pyrrolo[2,3-c]pyridin-4-yl)-2-fluorobenzonitrile